9-dimethylamino-2-phenyl-2-(4-piperidinyl-phenyl)-2H-benzo[H]chromene-5-carboxylic acid methyl ester COC(=O)C=1C=2C=CC(OC2C2=C(C1)C=CC(=C2)N(C)C)(C2=CC=C(C=C2)N2CCCCC2)C2=CC=CC=C2